COC(C1=CC=C(C=C1)C1=NC2=C(N1C(CCC1=CC=CC=C1)C(NCC1=CC=CC=C1)=O)C=CC=C2)=O 4-[1-(1-benzylcarbamoyl-3-phenyl-propyl)-1H-benzimidazol-2-yl]-benzoic acid methyl ester